1-(exo-3-((8-((3-Methyl-4-((1-methyl-1H-benzo[d]imidazol-5-yl)-oxy)phenyl)amino)pyrimido[5,4-d]pyrimidin-2-yl)oxy)-8-azabicyclo[3.2.1]octan-8-yl)prop-2-en-1-one CC=1C=C(C=CC1OC1=CC2=C(N(C=N2)C)C=C1)NC1=NC=NC2=C1N=C(N=C2)OC2CC1CCC(C2)N1C(C=C)=O